bis-(Hydroxymethyl)pyrrolidine isopropyl-((((1R,2S,4S,6R)-2-(methoxymethyl)-6-methyl-3-oxoquinuclidin-2-yl)methoxy)(phenoxy)phosphoryl)-L-alaninate C(C)(C)N([C@@H](C)C(=O)O)P(=O)(OC1=CC=CC=C1)OC[C@@]1(N2[C@@H](C[C@@H](C1=O)CC2)C)COC.OCC2N(CCC2)CO